C(CC)C=1NC2=C(N1)C=C(C=C2C)C2=NC1=C(N2C)C=CC=C1 2-n-propyl-4-methyl-6-(1-methylbenzimidazol-2-yl)benzimidazole